tert-butyl 4-(cyano (2,3-difluorophenyl) (hydroxy) methyl)-4-hydroxypiperidine-1-carboxylate C(#N)C(C1(CCN(CC1)C(=O)OC(C)(C)C)O)(O)C1=C(C(=CC=C1)F)F